2-(3-(3'-fluoro-4'-methoxy-6-methyl-[1,1'-biphenyl]-3-yl)-4-(4-sulfamoyl-benzyl)-1H-pyrazol-1-yl)thiazole-4-carboxylic acid FC=1C=C(C=CC1OC)C1=CC(=CC=C1C)C1=NN(C=C1CC1=CC=C(C=C1)S(N)(=O)=O)C=1SC=C(N1)C(=O)O